7-((4-Ethanethioylpiperazin-1-yl)methyl)-3-ethylquinolin-2(1H)-one C(C)(=S)N1CCN(CC1)CC1=CC=C2C=C(C(NC2=C1)=O)CC